C1(CC1)COC1=C(C=C(C=C1)S(=O)(=O)CC)B1OC(C(O1)(C)C)(C)C [2-(cyclopropylmethoxy)-5-ethylsulfonylphenyl]-4,4,5,5-tetramethyl-1,3,2-dioxaborolane